FC(C(=O)[O-])(C(C(C(C(C(C(C(F)(F)F)(F)F)(F)F)(F)F)(F)F)(F)F)(F)F)F Perfluorononanoat